COC1=CC(NC1)=O 4-methoxy-3-pyrrolin-2-one